2-[1-[(4-isopropylphenyl)methyl]pyrazol-4-yl]-5-propyl-3H-imidazo[2,1-b]purin-4-one C(C)(C)C1=CC=C(C=C1)CN1N=CC(=C1)C1=NC=2N3C(N(C(C2N1)=O)CCC)=NC=C3